N,N,N'',N''-tetrakis(2-hydroxypropyl)ethylenediamine CCCN(CCC)CCN(CCC)CCC